O[C@H](C(=O)OCC(CC)CC)C 2-ethylbutyl (S)-2-hydroxypropanoate